BrC=1C(=CC(=NC1)C(C)NC(CN1C(NC2=CC=C(C(=C2C1)F)F)=O)=O)C N-[1-(5-bromo-4-methylpyridin-2-yl)ethyl]-2-(5,6-difluoro-2-oxo-1,4-dihydroquinazolin-3-yl)acetamide